FC1([C@@H](CN2C(N(CC[C@@H]21)C2=NOC1=C2C(=CC(=C1)F)C1=C(C=C(C=C1F)F)F)=O)NS(=O)(=O)C)F N-{(4aR,6R)-5,5-difluoro-2-[6-fluoro-4-(2,4,6-trifluorophenyl)-1,2-benzoxazol-3-yl]-1-oxooctahydropyrrolo[1,2-c]pyrimidin-6-yl}methanesulfonamide